3,3-difluorocyclobutanecarbohydrazide FC1(CC(C1)C(=O)NN)F